(3-(3-amino-4-methylphenyl)-1,2,4-oxadiazol-5-yl)(phenyl)methanol NC=1C=C(C=CC1C)C1=NOC(=N1)C(O)C1=CC=CC=C1